Cl.NC(C(=O)N1CCN(CC1)C(=O)NC1=NC(N(C=C1)C1=CC(=C(C=C1)CN1CC2C(C2C1)N)C)=O)(C)C 4-(2-Amino-2-methylpropanoyl)-N-(1-(4-((exo-6-amino-3-azabicyclo[3.1.0]hexan-3-yl)methyl)-3-methylphenyl)-2-oxo-1,2-dihydropyrimidin-4-yl)piperazine-1-carboxamide Hydrochloride Salt